C1[C@@H]([C@H](O[C@H]1N2C(C(C(=NC2=O)N)N)C3C=C4N3C(=O)N4[C@H]5C[C@@H]([C@H](O5)COP(=O)(O)O)O)COP(=O)(O)O)O The molecule is an N-glycosyl compound that is a metabolite produced by the bacterium Mycoplasma genitalium. It has a role as a Mycoplasma genitalium metabolite. It is a N-glycosyl compound, an aminopyrimidine, an azabicycloalkane and a pyrimidone.